C1(CC1)C=1C(=NC(=NC1C1=NN(C=C1)C)S(=O)(=O)C)N(C1=NN(C(=C1)C)CC1=CC=C(C=C1)OC)CC1=CC=C(C=C1)OC 5-cyclopropyl-N-(4-methoxybenzyl)-N-(1-(4-methoxybenzyl)-5-methyl-1H-pyrazol-3-yl)-6-(1-methyl-1H-pyrazol-3-yl)-2-(methylsulfonyl)pyrimidin-4-amine